OC=1C=C(/C=C/C2=CC=3C(C4=CC=CC=C4C(C3C=C2)=O)=O)C=CC1 (E)-2-(3-hydroxystyryl)-9,10-anthraquinone